C(C)(C)(C)OC(=O)N1C2CC(C1)(C2)COS(=O)(=O)C 4-(methylsulfonyloxymethyl)-2-azabicyclo[2.1.1]hexane-2-carboxylic acid tert-butyl ester